ClC=1C(=C2CCCCN2C1C(C(=O)NCC(CO)(C)C)=O)C(=O)NC1=CC(=C(C=C1)F)Cl 2-chloro-N-(3-chloro-4-fluorophenyl)-3-(2-((3-hydroxy-2,2-dimethylpropyl)amino)-2-oxoacetyl)-5,6,7,8-tetrahydroindolizine-1-carboxamide